9-(2-amino-6-(trifluoromethyl)pyrimidin-4-yl)-1-(3,4-difluorophenyl)-1,9-diazaspiro[5.5]Undecan-2-one NC1=NC(=CC(=N1)N1CCC2(CCCC(N2C2=CC(=C(C=C2)F)F)=O)CC1)C(F)(F)F